C(#N)C1=C(C=C(OC2CCC(CC2)NC(OC(C)(C)C)=O)C=C1)OC tert-butyl ((1r,4r)-4-(4-cyano-3-methoxy phenoxy)cyclohexyl)carbamate